[C@H]12CC(C[C@H](CCC1)N2)N(C2=CC=C(N=N2)C=2C(=CC1=C(C=C(O1)C(=O)NC)C2)O)C 5-(6-(((1R,3s,5S)-9-azabicyclo[3.3.1]nonan-3-yl)(methyl)amino)pyridazin-3-yl)-6-hydroxy-N-methylbenzo-furan-2-carboxamide